CC1=CC=C(C=C1)S(=O)(=O)OCCOCCOCCOC1=C(SC=C1)C=1SC=CC1OCCOCCOCCOS(=O)(=O)C1=CC=C(C=C1)C ((((([2,2'-bithiophene]-3,3'-diylbis(oxy))bis(ethane-2,1-diyl))bis(oxy))bis(ethane-2,1-diyl))bis(oxy))bis(ethane-2,1-diyl) bis(4-methylbenzenesulfonate)